4-{[(1S)-5-[2-(2-aminopyridin-3-yl)-5-(3,3-difluorocyclobutyl)imidazo[4,5-b]pyridin-3-yl]-2,3-dihydro-1H-inden-1-yl]amino}piperidin NC1=NC=CC=C1C1=NC=2C(=NC(=CC2)C2CC(C2)(F)F)N1C=1C=C2CC[C@@H](C2=CC1)NC1CCNCC1